F[C@@]1(C=2C=CC=NC2C(CC1)=O)C(=O)NCC1(CCCCC1)N1CCOCC1 (S)-5-fluoro-N-({1-morpholinocyclohexyl}methyl)-8-oxo-5,6,7,8-tetrahydroquinoline-5-carboxamide